(R)-1-(4-fluorophenyl)-5-(3-methyl-4-(propanesulfonyl)piperazin-1-yl)-1H-indazole FC1=CC=C(C=C1)N1N=CC2=CC(=CC=C12)N1C[C@H](N(CC1)S(=O)(=O)CCC)C